ClC1=CC=C(CNC(=O)NC2=CC=C(C=C2)CN2C(CN([C@@H](C2)C)C)=O)C=C1 (R)-1-(4-chlorobenzyl)-3-(4-((4,5-dimethyl-2-oxopiperazin-1-yl)methyl)phenyl)urea